5-[[1-(4-amino-2-fluoro-phenyl)-4-piperidylidene]methyl]-8-fluoro-3,4-dihydro-1H-isoquinoline-2-carboxylic acid benzyl ester C(C1=CC=CC=C1)OC(=O)N1CC2=C(C=CC(=C2CC1)C=C1CCN(CC1)C1=C(C=C(C=C1)N)F)F